C[C@H]1N([C@@H](CC1)C)C(=O)N[C@@H](CCOC1CC(C1)CCC1=NC=2NCCCC2C=C1)C(=O)O N-((2R,5R)-2,5-dimethylpyrrolidine-1-carbonyl)-O-((1R,3R)-3-(2-(5,6,7,8-tetrahydro-1,8-naphthyridin-2-yl)ethyl)cyclobutyl)-L-homoserine